2-((2S)-2-(1-cyclopropyl-1H-pyrazol-4-yl)-4-morpholinyl)-4-(4,4-difluorocyclohexyl)-7-methylpyrido[2,3-d]pyrimidine C1(CC1)N1N=CC(=C1)[C@H]1CN(CCO1)C=1N=C(C2=C(N1)N=C(C=C2)C)C2CCC(CC2)(F)F